N[C@@H](C(=O)N1CC2=C(N=C(N=C2OC2=C(C=C(C#N)C=C2C)C)NC2=CC=C(C=C2)C#N)CC1)CO (R)-4-((6-(2-amino-3-hydroxypropionyl)-2-((4-cyanophenyl)amino)-5,6,7,8-tetrahydropyrido[4,3-d]pyrimidin-4-yl)oxy)-3,5-dimethylbenzonitrile